ClC=1C(=NC(=NC1)N1C[C@@H](O[C@@H](C1)C)C1CC1)NC1=CC2=C(N(C(N2CCC(C)(C)O)=O)C)C=C1 5-((5-chloro-2-((2S,6R)-2-cyclopropyl-6-methylmorpholino)pyrimidin-4-yl)amino)-3-(3-hydroxy-3-methylbutyl)-1-methyl-1,3-dihydro-2H-benzo[d]imidazol-2-one